Cl.COC1=CC2=C(N(N=N2)C2=CC=C3CCNCC3=C2)C=C1 7-(5-methoxy-1H-benzo[d][1,2,3]triazol-1-yl)-1,2,3,4-tetrahydroisoquinoline hydrochloride